C(CCC)C1CCN(CC1)CCCC(=O)C1=C(C=CC=C1)C 4-(4-Butylpiperidin-1-yl)-1-(2-methylphenyl)butan-1-one